(S)-2-(2,5-difluoro-4-(6-((5-methoxy-1,3,4-thiadiazol-2-yl)methoxy)pyridin-2-yl)benzyl)-1-(4,4-dimethyltetrahydrofuran-3-yl)-4-fluoro-1H-benzo[d]imidazole-6-carboxylic acid FC1=C(CC2=NC3=C(N2[C@@H]2COCC2(C)C)C=C(C=C3F)C(=O)O)C=C(C(=C1)C1=NC(=CC=C1)OCC=1SC(=NN1)OC)F